ClC1=C(N=C(N1C)C1=C(C=C(C=N1)COC=1C2=C(N=C(N1)C=1C(=NC=NC1OC)C1CC1)N=CC=C2)F)C(F)(F)F 4-[[6-[5-chloro-1-methyl-4-(trifluoromethyl)imidazol-2-yl]-5-fluoro-3-pyridyl]methoxy]-2-(4-cyclopropyl-6-methoxy-pyrimidin-5-yl)pyrido[2,3-d]pyrimidine